C1(CC1)CNC1=NC(=CC2=C1N=C(N=C2)N[C@H]2[C@H](COC2)NC(C=C)=O)C2=C(C(=CC(=C2Cl)OC)OC)Cl N-((3R,4S)-4-((8-((cyclopropylmethyl)amino)-6-(2,6-dichloro-3,5-dimethoxyphenyl)pyrido[3,4-d]pyrimidin-2-yl)amino)tetrahydrofuran-3-yl)acrylamide